ethyl 7-fluoro-6-(5-fluoro-2-(((3S,4R)-3-hydroxytetrahydro-2H-pyran-4-yl) amino) pyrimidin-4-yl)-4-isopropylquinoline-3-carboxylate FC1=C(C=C2C(=C(C=NC2=C1)C(=O)OCC)C(C)C)C1=NC(=NC=C1F)N[C@H]1[C@@H](COCC1)O